rac-7-bromo-2-((1S*,2S*)-2-(4-methylpyrimidin-2-yl)cyclopropyl)-4-(oxetan-3-yloxy)quinoline BrC1=CC=C2C(=CC(=NC2=C1)[C@@H]1[C@H](C1)C1=NC=CC(=N1)C)OC1COC1 |r|